(1R,3S)-3-{1-tert-butyl-5-[(1,2-oxazol-5-ylacetyl)amino]-1H-pyrazol-3-yl}cyclopentyl (2S)-butan-2-ylcarbamate C[C@@H](CC)NC(O[C@H]1C[C@H](CC1)C1=NN(C(=C1)NC(CC1=CC=NO1)=O)C(C)(C)C)=O